9,9-bis(6-hydroxy-2-naphthyl)-2,7-di(9-anthryl)fluorene OC=1C=C2C=CC(=CC2=CC1)C1(C2=CC(=CC=C2C=2C=CC(=CC12)C=1C2=CC=CC=C2C=C2C=CC=CC12)C=1C2=CC=CC=C2C=C2C=CC=CC12)C1=CC2=CC=C(C=C2C=C1)O